ClC=1C=C2CCC(OC2=CC1)C(=O)NC12CC(C1)(C2)C(=O)NNC(=O)C2CC(C2)OC(F)(F)F 6-chloro-N-(3-(2-((1s,3s)-3-(trifluoromethoxy)cyclobutanecarbonyl)hydrazinecarbonyl)bicyclo[1.1.1]pentan-1-yl)chroman-2-carboxamide